4-[6-(2-aminoethyl)pyridin-3-yl]-3-(6-piperidin-1-ylpyridazin-4-yl)oxybenzonitrile NCCC1=CC=C(C=N1)C1=C(C=C(C#N)C=C1)OC1=CN=NC(=C1)N1CCCCC1